C(C)(C)O[C@@H]1C[C@H](N(C1)C(CNC(C1=CC=C(C=C1)OC1=CC=CC=C1)=O)=O)C(=O)OCC1=CC=CC=C1 benzyl (2S,4R)-4-isopropoxy-1-((4-phenoxybenzoyl)glycyl)pyrrolidine-2-carboxylate